5-(benzyloxy)-N-(cyclopropylsulfonyl)-2-methylbenzofuran-3-carboxamide C(C1=CC=CC=C1)OC=1C=CC2=C(C(=C(O2)C)C(=O)NS(=O)(=O)C2CC2)C1